C(C)(C)(C)C1=CC=C(C=C1)NC1=CC=C(C=C1)C(C)(C)C bis-(4-tert-butylphenyl)-amine